COC(NC1=NC=CC(=C1)C=1C=NC(=C(C1)C(F)F)OC[C@@](CC(C)(C)F)(C)N)=O (S)-methyl-(6-((2-amino-4-fluoro-2,4-dimethylpentyl)oxy)-5-(difluoromethyl)-[3,4'-bipyridin]-2'-yl)carbamate